(1-(3-fluorobenzyl)-1H-indol-2-yl)(4-(pyrimidin-2-yl)piperazin-1-yl)methanone FC=1C=C(CN2C(=CC3=CC=CC=C23)C(=O)N2CCN(CC2)C2=NC=CC=N2)C=CC1